C1(CCCC1)OC(=O)C=1NC2=CC=CC=C2C1 1H-indole-2-carboxylic acid cyclopentyl ester